3-(3-methoxyphenyl)bicyclo[1.1.1]pentane-1-carboxylic acid COC=1C=C(C=CC1)C12CC(C1)(C2)C(=O)O